(S)-2-((2-((3,3-dimethyl-1-(2,2,2-trifluoroethoxy)-1,3-dihydro-[1,2]oxaborolo[4,3-b]pyridin-5-yl)amino)-5-(1,3,4-oxadiazol-2-yl)pyrimidin-4-yl)amino)-2-phenylethan-1-ol CC1(OB(C=2C1=NC(=CC2)NC2=NC=C(C(=N2)N[C@H](CO)C2=CC=CC=C2)C=2OC=NN2)OCC(F)(F)F)C